O[C@]1([C@@H](CCC1)N1CC=CC2=C1N=C(N=C2)S(=O)(=O)C)C 8-((1R,2R)-2-hydroxy-2-methylcyclopentyl)-2-(methylsulfonyl)pyrido[2,3-d]pyrimidine